NC1=NC=2C=C(C=CC2C2=C1COC2)CN(C(=O)C=2C=NC(=NC2)C2CC2)C=2C(=NN(C2)C2CC2)OC N-({4-amino-1H,3H-furo[3,4-c]quinolin-7-yl}methyl)-2-cyclopropyl-N-(1-cyclopropyl-3-methoxy-1H-pyrazol-4-yl)pyrimidine-5-carboxamide